BrC=1C=C(C(=NC1)C(=O)NC1=CC2=C(OC(O2)(F)F)C=C1NC)SCC 5-bromo-N-[2,2-difluoro-6-(methylamino)-1,3-benzodioxol-5-yl]-3-(ethylsulfanyl)pyridine-2-carboxamide